2-(((5-fluoropyridin-2-yl)amino)-2-oxoethyl)-N-methyl-7-oxo-N-(1-(tetrahydro-2H-pyran-4-yl)ethyl)-4,7-dihydropyrazolo[1,5-a]pyrimidine-5-carboxamide FC=1C=CC(=NC1)NC(CC1=NN2C(NC(=CC2=O)C(=O)N(C(C)C2CCOCC2)C)=C1)=O